[O-]P([O-])(=O)OP(=O)([O-])[O-].[K+].[K+].[K+].[K+] Tetrapotassium diphosphate